(S)-3,4-dichloro-2-(3-(1,1-difluoroethyl)-6,7-dihydro-5H-pyrrolo[2,1-c][1,2,4]triazol-6-yl)phenol ClC=1C(=C(C=CC1Cl)O)[C@@H]1CC2=NN=C(N2C1)C(C)(F)F